C(C1=CC=CC=C1)OC1=NC(=CC=C1C1=NN(C2=CC(=CC=C12)C(CO)O)C)OCC1=CC=CC=C1 1-(3-(2,6-bis(benzyloxy)pyridin-3-yl)-1-methyl-1H-indazol-6-yl)ethane-1,2-diol